2,5-difluoro-1-methyl-3-nitrobenzene FC1=C(C=C(C=C1[N+](=O)[O-])F)C